tetracosene CCCCCCCCCCCCCCCCCCCCCCC=C